7-(6-((1s,3s)-3-(benzyl-oxy)cyclobutoxy)pyridin-3-yl)-5H-pyrido[4,3-b]indole C(C1=CC=CC=C1)OC1CC(C1)OC1=CC=C(C=N1)C=1C=CC=2C3=C(NC2C1)C=CN=C3